N1=CSC2=C1C(C=CN2)=O THIAZOLOPYRIDIN-7(4H)-ONE